4-amino-2,4-pentadienoic Acid NC(C=CC(=O)O)=C